tert-butyl (1R,5S,6S)-6-[2-(4-chloro-3-fluorophenoxy)acetamido]-3-azabicyclo[3.1.0]hexane-3-carboxylate ClC1=C(C=C(OCC(=O)NC2[C@@H]3CN(C[C@H]23)C(=O)OC(C)(C)C)C=C1)F